(2-(2-bromoethoxy)ethyl)-7-fluoro-2-(1H-pyrazol-5-yl)-1H-indole-3-carbonitrile BrCCOCCN1C(=C(C2=CC=CC(=C12)F)C#N)C1=CC=NN1